tertbutyl N-[1-(fluoromethyl)pent-4-enyl]carbamate FCC(CCC=C)NC(OC(C)(C)C)=O